C(C)(C)(C)C1=NC(=NO1)C(=O)NCC1=C(C=C(C=C1)C1=NC=NN2C1=CC(=C2)CC[C@@H](CN2CCC(CC2)C2=CC=C(C=C2)C2C(NC(CC2)=O)=O)F)C 5-tert-butyl-N-[[4-[6-[(3S)-4-[4-[4-(2,6-dioxo-3-piperidyl)phenyl]-1-piperidyl]-3-fluoro-butyl]pyrrolo[2,1-f][1,2,4]triazin-4-yl]-2-methyl-phenyl]methyl]-1,2,4-oxadiazole-3-carboxamide